C(CCCCCCCCCCC\C=C/CCCCCCCC)OCC(COCCCCCCCC)N(C)C 1-[(13Z)-docosan-13-en-1-yloxy]-N,N-dimethyl-3-(octyloxy)propan-2-amine